C(CC)OCC=1C=C(C=C)C=CC1 3-propyloxymethylstyrene